N-{[4-(2-{[1-(3-fluoro(2-pyridyl))-isopropyl]amino}pyrimidin-5-yl)phenyl]methyl}acetamide FC=1C(=NC=CC1)C(C)(C)NC1=NC=C(C=N1)C1=CC=C(C=C1)CNC(C)=O